3-((4-(cyclohexyloxy)-2-methylene-4-oxobutanoyl)oxy)-2,2-dimethylpropanoic acid C1(CCCCC1)OC(CC(C(=O)OCC(C(=O)O)(C)C)=C)=O